N1C(CCCC1)C1=CC=2C(=NC=CC2C=2C=C3C(=NNC3=CC2)N)N1 5-(2-(piperidin-2-yl)-1H-pyrrolo[2,3-b]pyridine-4-yl)-1H-indazol-3-amine